ClC1=C(C=C(C=C1)C=1C=C(C(=NC1)C(F)F)CN1C(OCCC1)=O)OC(F)F 3-[[5-[4-Chloro-3-(difluoromethoxy)phenyl]-2-(difluoromethyl)-3-pyridyl]methyl]-1,3-oxazinan-2-one